3-(3-methylphenoxy)phthalonitrile CC=1C=C(OC2=C(C(C#N)=CC=C2)C#N)C=CC1